CC1(OB(OC1(C)C)C1=C(C(=C(C(=C1F)F)F)F)F)C 4,4,5,5-tetramethyl-2-(pentafluorophenyl)-1,3,2-dioxaborolane